7-bromo-1-[(4-fluoro-3-methoxyphenyl)methyl]pyrido[3,2-d]pyrimidine-2,4(1H,3H)-dione BrC1=CC=2N(C(NC(C2N=C1)=O)=O)CC1=CC(=C(C=C1)F)OC